5-chloro-2-(methylthio)-4-(trifluoromethyl)pyrimidine ClC=1C(=NC(=NC1)SC)C(F)(F)F